4-(6-fluoro-[1,1'-biphenyl]-3-yl)-6-phenyl-1,3,5-triazine FC1=CC=C(C=C1C1=CC=CC=C1)C1=NC=NC(=N1)C1=CC=CC=C1